N-((5,5-difluoro-4-methylpiperidin-3-yl)methyl)methanesulfonamide FC1(C(C(CNC1)CNS(=O)(=O)C)C)F